C1(=CC=CC=C1)CCC(=O)C(O)C(O)CO phenylpropoyl-glycerol